C(C)(=O)O[C@H]1CN([C@@H](C1)C(N[C@@H](C)C1=CC=C(C=C1)C1=C(N=CS1)C)=O)C([C@H](C(C)C)C1=CC(=NO1)OCCBr)=O (3R,5S)-1-((R)-2-(3-(2-bromoethoxy)isoxazol-5-yl)-3-methylbutanoyl)-5-(((S)-1-(4-(4-methylthiazol-5-yl)phenyl)ethyl)carbamoyl)pyrrolidin-3-yl acetate